C(C)N1C(NC2=CC(=CC=C2C1=O)CN1CCN(CC1)C=1C=CC(=NC1F)C(=O)N)=O 5-(4-((3-ethyl-2,4-dioxo-1,2,3,4-tetrahydroquinazolin-7-yl)methyl)piperazin-1-yl)-6-fluoropyridinecarboxamide